2-((1S,4S,5R)-5-((5-cyclopropyl-3-(2-methoxyphenyl)isoxazol-4-yl)methoxy)-2-azabicyclo[2.2.1]heptan-2-yl)-4-fluorobenzo[d]thiazole-6-carboxylic acid C1(CC1)C1=C(C(=NO1)C1=C(C=CC=C1)OC)CO[C@H]1[C@@H]2CN([C@H](C1)C2)C=2SC1=C(N2)C(=CC(=C1)C(=O)O)F